C(C=C)(=O)N1CCOCC1 E-acryloylmorpholine